N(=C=O)C(C)CC(CCCCCCCC)N=C=O 2,4-diisocyanatododecane